N[C@@H]1[C@H]([C@@H]([C@H](O[C@@H]1O[C@H]1[C@@H]([C@H]([C@@H](C[C@@H]1N)N)O)O)[C@H](CO)O)O)O (2R,3S,4R,5R,6S)-5-amino-6-(((1R,2R,3S,4R,6S)-4,6-diamino-2,3-dihydroxycyclohexyl)oxy)-2-((S)-1,2-dihydroxyethyl)tetrahydro-2H-pyran-3,4-diol